2,4-dimethyl-heptanediamine CC(C(N)N)CC(CCC)C